trans-4-({2-[5,5-dioxido-9-(trifluoromethyl)-6H-dibenzo[c,e][1,2]thiazin-6-yl]acetyl}amino)cyclohexyl 4-aminobenzenesulfonate NC1=CC=C(C=C1)S(=O)(=O)O[C@@H]1CC[C@H](CC1)NC(CN1S(C2=C(C3=C1C=CC(=C3)C(F)(F)F)C=CC=C2)(=O)=O)=O